2,2,9,9,10,10-hexamethyl-3,3-diphenyl-5-[(2Z,5Z)-undec-2,5-dien-1-yl]-4,8-dioxa-3,9-disilaundecane CC(C)([Si](OC(CCO[Si](C(C)(C)C)(C)C)C\C=C/C\C=C/CCCCC)(C1=CC=CC=C1)C1=CC=CC=C1)C